OC([C@H]1N(CCC1)C(=O)OC(C)(C)C)(C1=CC=CC=C1)C1=CC=CC=C1 tert-butyl (S)-2-(hydroxydiphenylmethyl)pyrrolidine-1-carboxylate